N1CCC(CC1)CN1N=C(C=2C1=NC=NC2N)C2=CC1=CC=C(C=C1C=C2)OCCC 1-(piperidin-4-ylmethyl)-3-(6-propoxynaphthalen-2-yl)-1H-pyrazolo[3,4-d]pyrimidin-4-amine